3-bromo-5-(3-chloro-5-fluorophenoxy)-1-(trideuteromethyl)-1,2,4-triazole BrC1=NN(C(=N1)OC1=CC(=CC(=C1)F)Cl)C([2H])([2H])[2H]